O[C@H]1CN(CC1)C(=O)N[C@H]1CC[C@@]2([C@H]3CC[C@@]4([C@H](CC[C@@]4([C@@H]3CC[C@@H]2C1)O)C=1C=CC(OC1)=O)C)C (R)-3-hydroxy-N-((3S,5R,8R,9S,10S,13R,14S,17R)-14-hydroxy-10,13-dimethyl-17-(2-oxo-2H-pyran-5-yl)hexadecahydro-1H-cyclopenta[a]phenanthren-3-yl)pyrrolidine-1-carboxamide